[Li].C(C)(C)(C)[Si](O[C@H](C)CCS(=O)(=O)C)(C)C (R)-tert-butyldimethyl-((4-(methylsulfonyl)butan-2-yl)oxy)silane lithium